tin tetran-butoxide [O-]CCCC.[O-]CCCC.[O-]CCCC.[O-]CCCC.[Sn+4]